9,9'-Spirobi[9H-fluorene]-2-yl-boronic acid C1=C(C=CC=2C3=CC=CC=C3C3(C12)C1=CC=CC=C1C=1C=CC=CC13)B(O)O